4,4'-(2,7-diiodo-9H-fluorene-9,9-diyl)bis(2-methylphenol) IC1=CC=2C(C3=CC(=CC=C3C2C=C1)I)(C1=CC(=C(C=C1)O)C)C1=CC(=C(C=C1)O)C